[Cd].[Al] Aluminium-Cadmium